sulfohydroxypropyl-guanidine S(=O)(=O)(O)N(C(=N)N)CCCO